2-(N-ethyl)amino-1,3-propanediol C(C)NC(CO)CO